CN1N=C(C=C1C(=O)N)CCC 1-methyl-3-n-propyl-pyrazole-5-carboxamide